N[C@@H](CCC(=O)NCCOCCOCCOCCN(CC#C)CCO)C=1N=NNN1 (S)-4-amino-N-(12-(2-hydroxyethyl)-3,6,9-trioxa-12-azapentadec-14-yn-1-yl)-4-(2H-tetrazol-5-yl)butanamide